C(C)(C)(C)N1C[C@H](CC1)[C@H](C\C=C\CO)C(=O)OC(C)(C)C tert-Butyl-(3R)-3-[(E,1S)-1-tert-butoxycarbonyl-5-hydroxy-pent-3-enyl]pyrrolidine